BrC1=CC(=CC=2C(N(CCOC21)[C@H]2CCOC1=CC=C(C=C21)OC)=O)C(=O)OC methyl (S)-9-bromo-4-(6-methoxychroman-4-yl)-5-oxo-2,3,4,5-tetrahydrobenzo[f][1,4]oxazepine-7-carboxylate